NC1=NC2=C(C=C(C=C2C(=N1)N1C[C@H]2CC[C@@H](C1)N2C(\C=C\C(C)=O)=O)C=2C=C(C(=NC2)OC)NS(=O)(=O)C2=C(C=C(C=C2)F)F)F N-(5-(2-amino-8-fluoro-4-((1R,5S)-8-((E)-4-oxopent-2-enoyl)-3,8-diazabicyclo[3.2.1]octan-3-yl)quinazolin-6-yl)-2-methoxypyridin-3-yl)-2,4-difluorobenzenesulfonamide